(E)-6-(6-cyclopropoxypyridin-3-yl)-N'-(2-fluoro-5-methoxybenzylidene)pyrazine-2-carbohydrazide C1(CC1)OC1=CC=C(C=N1)C1=CN=CC(=N1)C(=O)N/N=C/C1=C(C=CC(=C1)OC)F